(3S,4S)-1-Cyclohexyl-4-{[1-(2,4-difluoro-phenyl)-1H-[1,2,3]triazole-4-carbonyl]-amino}-piperidine-3-carboxylic acid ((R)-1-pyridin-2-yl-ethyl)-amide N1=C(C=CC=C1)[C@@H](C)NC(=O)[C@H]1CN(CC[C@@H]1NC(=O)C=1N=NN(C1)C1=C(C=C(C=C1)F)F)C1CCCCC1